BrC1=CC2=CN(N=C2C=C1OC)[C@@H]1[C@H](CC2(OCCO2)CC1)C 5-bromo-6-methoxy-2-((7S,8S)-7-methyl-1,4-dioxaspiro[4.5]Decane-8-yl)-2H-indazole